(2S)-4-(2-Chloro-6-((6-fluoro-1-(methoxycarbonyl)-1,2,3,4-tetrahydronaphthalen-1-yl)methyl)-5-nitro pyrimidin-4-yl)-2-(cyanomethyl)piperazine-1-carboxylate ClC1=NC(=C(C(=N1)N1C[C@@H](N(CC1)C(=O)[O-])CC#N)[N+](=O)[O-])CC1(CCCC2=CC(=CC=C12)F)C(=O)OC